FC=1C=CC(=NC1)NC(=O)C1=NC(=C(C(=C1)C=1C=NC=CC1C)C)C N-(5-Fluoro-2-pyridyl)-5,6-dimethyl-4-(4-methyl-3-pyridyl)pyridine-2-carboxamide